C1(CC1)C1=NNC2=C1C(=NC=C2O)C2=CC(=C(C=C2)S(=O)(=O)C)C 3-cyclopropyl-4-(3-methyl-4-methanesulfonyl-phenyl)-1H-pyrazolo[4,3-c]pyridin-7-ol